(prop-2-yn-1-yl)-1H-indol-7-amine C(C#C)N1C=CC2=CC=CC(=C12)N